N6-methyl-5-oxo-2-(3-oxo-1,2,3,4-tetrahydroisoquinoline-6-carboxamido)hexanediamide CNC(C(CCC(C(=O)N)NC(=O)C=1C=C2CC(NCC2=CC1)=O)=O)=O